BrCC(=O)C1=C(C=CC=C1)Cl 2-bromo-1-(2-chlorophenyl)ethane-1-one